BrC=1N=C(N2C(=NC=CC21)N)C2=CC=C(C=C2)OC2=CC=C(C=C2)F 1-bromo-3-(4-(4-fluorophenoxy)phenyl)imidazo[1,5-c]pyrimidin-5-amine